molybdenum (III) 2-ethylhexanoate C(C)C(C(=O)[O-])CCCC.[Mo+3].C(C)C(C(=O)[O-])CCCC.C(C)C(C(=O)[O-])CCCC